4-(2-fluoro-5-(methoxycarbonyl)phenyl)-2-oxabicyclo[2.1.1]hexane-1-carboxylic acid FC1=C(C=C(C=C1)C(=O)OC)C12COC(C1)(C2)C(=O)O